PHENYL-CYCLOHEXANONE C1(=CC=CC=C1)C1C(CCCC1)=O